FC1=C2NC(C=3N(C2=CC=C1CO)C=CC3)=O 6-fluoro-7-(hydroxymethyl)-5H-pyrrolo[1,2-a]quinoxalin-4-one